2,2'-methylenebis(4,6-di-tert-butylphenyl) phosphate aluminum [Al+3].P1(=O)(OC2=C(C=C(C=C2C(C)(C)C)C(C)(C)C)CC2=C(C(=CC(=C2)C(C)(C)C)C(C)(C)C)O1)[O-].C1C2=C(C(=CC(=C2)C(C)(C)C)C(C)(C)C)OP(=O)(OC2=C1C=C(C=C2C(C)(C)C)C(C)(C)C)[O-].C2C1=C(C(=CC(=C1)C(C)(C)C)C(C)(C)C)OP(=O)(OC1=C2C=C(C=C1C(C)(C)C)C(C)(C)C)[O-]